2-(2-(benzyloxy) ethoxy)ethyl 4-methylbenzenesulfonate CC1=CC=C(C=C1)S(=O)(=O)OCCOCCOCC1=CC=CC=C1